Methyl (1r,4r)-4-{[(5-bromo-2-nitrophenyl)methylidene]amino}cyclohexane-1-carboxylate BrC=1C=CC(=C(C1)C=NC1CCC(CC1)C(=O)OC)[N+](=O)[O-]